C(C)(C)(C)N1N=C(C=C1NC1=CC(=NC=C1)OCC1CC(C1)NC(OC(C)(C)C)=O)[C@@H]1C[C@@H](CC1)O[Si](C)(C)C(C)(C)C tert-butyl ((1S,3r)-3-(((4-((1-(tert-butyl)-3-((1S,3R)-3-((tert-butyldimethylsilyl)oxy)cyclopentyl)-1H-pyrazol-5-yl)amino)pyridin-2-yl)oxy)methyl)cyclobutyl)carbamate